tert-butyl 3-(1-((5-(5-(difluoromethyl)-1,3,4-oxadiazol-2-yl)pyridin-2-yl)methyl)-1H-1,2,3-triazol-4-yl)piperidin-1-carboxylate FC(C1=NN=C(O1)C=1C=CC(=NC1)CN1N=NC(=C1)C1CN(CCC1)C(=O)OC(C)(C)C)F